C(C1=CC=CC=C1)N1C(OC(C1)=CC1=CC=C(C=C1)C)=O 3-benzyl-5-((p-tolyl)methylene)oxazolidin-2-one